3-[4-benzyloxy-6-(4-tert-butyl-2-methyl-phenyl)-2-methyl-3-pyridyl]pyridine-2-carbonitrile C(C1=CC=CC=C1)OC1=C(C(=NC(=C1)C1=C(C=C(C=C1)C(C)(C)C)C)C)C=1C(=NC=CC1)C#N